CO[Si](OC(=C)C)(OC)OC trimethoxyisopropenyloxysilane